2-(2,6-Dioxopiperidin-3-yl)-1-oxoisoindoline-5-carboxylic acid O=C1NC(CCC1N1C(C2=CC=C(C=C2C1)C(=O)O)=O)=O